gamma-(methacryloyloxy)propyl-trimethyl-oxysilane C(C(=C)C)(=O)OCCC[Si](OC)(OC)OC